bis(2,6-di-t-butyl-4-isopropylphenyl)pentaerythritol diphosphite OP(O)OP(O)O.C(C)(C)(C)C1=C(C(=CC(=C1)C(C)C)C(C)(C)C)C(O)(C(CO)(CO)CO)C1=C(C=C(C=C1C(C)(C)C)C(C)C)C(C)(C)C